1-amino-3-(2-chlorophenyl)cyclobutane-1-carboxylic acid methyl ester COC(=O)C1(CC(C1)C1=C(C=CC=C1)Cl)N